O1[C@H](COC2=C1C=CC=C2)C2=CC=C(CN[C@H]1[C@@H](CCCC1)O)C=C2 (1R,2R)-2-({4-[(2S)-2,3-dihydro-1,4-benzodioxin-2-yl]benzyl}amino)cyclohexanol